2-oxoethyl 3-aminocyclobutane-1-carboxylate NC1CC(C1)C(=O)OCC=O